FC=1C=C(C=C(C1F)F)C=1N=NN(C1)[C@@H]1[C@H]([C@H](O[C@@H]([C@@H]1O)CO)S(=O)C1=CC(=C(C=C1)Cl)Cl)O 3,4-Dichlorophenyl 3-deoxy-3-[4-(3,4,5-trifluorophenyl)-1H-1,2,3-triazol-1-yl]-α-D-galactopyranosyl Sulfoxide